C(C)(C)(C)OC(=O)N(C=1N(CCN1)C(=O)[O-])CCNC(=O)OC(C)(C)C 2-((tert-butoxycarbonyl)(2-((tert-butoxycarbonyl)amino)ethyl)amino)-4,5-dihydro-1H-imidazole-1-carboxylate